C(C)N1N=CC=2C1=NC=CC2OCC2=CC=C(C=C2)S(=O)(N)=NC 4-(((1-ethyl-1H-pyrazolo[3,4-b]pyridine-4-yl)oxy)methyl)-N'-methylbenzenesulfonimidamide